CC1=CC=2C3=C(NC2C=C1)C(N(C=N3)CCCC(=O)NCC3=CC(=CC=C3)C(F)(F)F)=O 4-(8-methyl-4-oxo-4,5-dihydro-3H-pyrimido[5,4-b]indol-3-yl)-N-(3-(trifluoromethyl)benzyl)butanamide